[N+](=O)([O-])C1=CC=C(C=C1)C=1CN(CC1)C(=O)OC(C)(C)C tert-butyl 3-(4-nitrophenyl)-2,5-dihydro-1H-pyrrole-1-carboxylate